bromo-1,2,3,4-tetrahydroisoquinoline-2-carboxylate BrC1N(CCC2=CC=CC=C12)C(=O)[O-]